N5-((1R,5S,6r)-3-oxabicyclo[3.1.0]hexan-6-yl)-N3-methyl-1-((S)-1-phenylethyl)-1H-pyrazol-3,5-dicarboxamid [C@H]12COC[C@@H]2C1NC(=O)C1=CC(=NN1[C@@H](C)C1=CC=CC=C1)C(=O)NC